ON=C(C=1SC=CC1C)Cl N-hydroxy-3-methylthiophene-2-carbimidoyl chloride